N(=NC(C(=O)NCCCC)(C)C)C(C(=O)NCCCC)(C)C azobis(N-butyl-2-methylpropionamide)